N1(CCC1)C1=C(C=C(C=C1)S(=O)(=O)N(C)C)C=1NC2=CC=CC=C2C1 4-(azetidin-1-yl)-3-(1H-indol-2-yl)-N,N-dimethylbenzenesulfonamide